C(C)OC(=O)C1=NN(C2=CC=CC(=C2C1=O)Br)C1=NC=C(C=C1C#N)Cl 5-bromo-1-(5-chloro-3-cyano-2-pyridinyl)-4-oxo-cinnoline-3-carboxylic acid ethyl ester